3-(5-(1-((2-(trimethylsilyl)ethoxy)methyl)-1H-1,2,4-triazol-5-yl)pyridin-3-yl)phenyl(cyclohexylmethyl)carbamate C[Si](CCOCN1N=CN=C1C=1C=C(C=NC1)C=1C=C(C=CC1)N(C([O-])=O)CC1CCCCC1)(C)C